[6-(6-cyclobutoxy-pyridin-2-yl)-naphthalen-2-yl]-methanol C1(CCC1)OC1=CC=CC(=N1)C=1C=C2C=CC(=CC2=CC1)CO